COC1=C(C=CC=C1C1=NN(C=N1)C)NC1=C(N=NC(=C1)N(C(=O)C1CC1)OC)C(=O)NC([2H])([2H])[2H] (Z)-4-((2-methoxy-3-(1-methyl-1H-1,2,4-triazol-3-yl)phenyl)amino)-6-(N'-methoxycyclopropanecarboxamido)-N-(methyl-d3)pyridazine-3-carboxamide